NC1=C(C=C(C=C1)Cl)C(=O)C1=CC=CC=C1 (2-amino-5-chlorophenyl)-phenylketone